[Pd].C(C1=CC=CC=C1)C(C(C)=O)CC1=CC=CC=C1.C(C1=CC=CC=C1)C(C(C)=O)CC1=CC=CC=C1 Bis(dibenzyl-acetone) palladium (0)